C(C1=CC=CC=C1)OC1=CC=C(C(=O)C2=NC=CC=3C4=CC=CC=C4NC23)C=C1 1-(4-benzyloxy-benzoyl)-beta-carboline